2-(3,4-dihydro-2H-benzo[b][1,4]oxazin-6-yl)ethan-1-ol O1C2=C(NCC1)C=C(C=C2)CCO